NC1=NN2C(C=C(C=C2)C=2C(=C(C(=O)NCCC(O)C3=CC=C(C=C3)Cl)C=CC2F)F)=N1 3-(2-amino-[1,2,4]triazolo[1,5-a]pyridin-7-yl)-N-(3-(4-chlorophenyl)-3-hydroxypropyl)-2,4-difluorobenzamide